C1(=CC=C(C=C1)S)C1=CC=C(C=C1)S 4,4'-biphenyl-dithiol